NNNN(CCCCC(CCCCC(CCCCC(CCC)C(=O)O)C(=O)O)C(=O)O)C(=O)O tetraazadocosane-4,9,14,19-tetracarboxylic acid